COCC(C)(C)NC=1C2=C(N=C(N1)NC1=C(C=C(C=C1)S(=O)(=O)N1C(CCCC1)N1CCOCC1)OC)NC=C2 N4-(1-methoxy-2-methylpropan-2-yl)-N2-(2-methoxy-4-((morpholino-piperidin-1-yl)sulfonyl)phenyl)-7H-pyrrolo[2,3-d]pyrimidine-2,4-diamine